methyl 2-(bromomethyl)-5-(5-(difluoromethyl)-1,3,4-oxadiazol-2-yl)benzoate BrCC1=C(C(=O)OC)C=C(C=C1)C=1OC(=NN1)C(F)F